NCCCCCCNO N-(6-aminohexyl)hydroxylamine